FC1=C(CC2C(NCC3NN(CC(N32)=O)CC=C)=O)C=CC(=C1)O 6-(2-fluoro-4-hydroxybenzyl)-4,7-dioxo-2-(prop-2-en-1-yl)hexahydro-2H-pyrazino[2,1-c][1,2,4]Triazine